disodium 3-hydroxy-2,7-naphthalenedisulfonate Ethyl-5-(m-tolyl)-2-(4-(trifluoromethyl)phenyl)oxazole-4-carboxylate C(C)OC(=O)C=1N=C(OC1C=1C=C(C=CC1)C)C1=CC=C(C=C1)C(F)(F)F.OC=1C(=CC2=CC(=CC=C2C1)S(=O)(=O)[O-])S(=O)(=O)[O-].[Na+].[Na+]